NC1=NC=NN2C1=C(C=C2[C@@H]2CC[C@H](CC2)N2CCN(CC2)C(=O)OC(C)(C)C)C2=CC=C(C=C2)OC2=CC=CC=C2 trans-tert-butyl 4-(4-(4-amino-5-(4-phenoxyphenyl)pyrrolo[2,1-f][1,2,4]triazin-7-yl)cyclohexyl)piperazine-1-carboxylate